N-(3-(5-methoxy-1H-benzo[d][1,2,3]triazol-1-yl)-bicyclo[1.1.1]pentan-1-yl)sulfamide COC1=CC2=C(N(N=N2)C23CC(C2)(C3)NS(=O)(=O)N)C=C1